CC(CCCC)(O)O 2,2-hexanediol